(S)-4-((2-cyanophenyl)thio)-6-(1-(pyrrolidin-3-yl)-1H-pyrazol-4-yl)pyrazolo[1,5-a]pyridine-3-carbonitrile C(#N)C1=C(C=CC=C1)SC=1C=2N(C=C(C1)C=1C=NN(C1)[C@@H]1CNCC1)N=CC2C#N